N-[(2E)-3-[imino(4-methoxy-2,3-dimethylphenyl)oxo-λ6-sulfanyl]prop-2-en-1-yl]-3-oxo-2,3,5,6,7,8-hexahydroisoquinoline-4-carboxamide N=S(/C=C/CNC(=O)C=1C(NC=C2CCCCC12)=O)(=O)C1=C(C(=C(C=C1)OC)C)C